Br\C(=C/C=O)\C1=C(C=C(C=C1)Cl)Cl (Z)-3-bromo-3-(2,4-dichlorophenyl)acrolein